FC=1C(=CC2=C(C=3N(C(CO2)C(C)C)C=C(C(C3)=O)C(=O)O)C1)OC 2-Fluoro-7-isopropyl-3-methoxy-11-oxo-6,7-dihydro-11H-benzo[f]pyrido[1,2-d][1,4]oxazepine-10-carboxylic acid